N,N'-diphenyl-N,N'-bis-[4-(phenyl-m-tolylamino)-phenyl]-biphenyl-4,4'-diamine C1(=CC=CC=C1)N(C1=CC=C(C=C1)C1=CC=C(C=C1)N(C1=CC=C(C=C1)N(C=1C=C(C=CC1)C)C1=CC=CC=C1)C1=CC=CC=C1)C1=CC=C(C=C1)N(C=1C=C(C=CC1)C)C1=CC=CC=C1